CC=1C=C(N)C=CC1C1CCN(CC1)C 3-methyl-4-(1-methylpiperidin-4-yl)aniline